C(C1=CC=CC=C1)C(C(=O)O)=CC1=CC=CC=C1.C1(=CC=CC=C1)C=CC(=O)OCC1=CC=CC=C1 benzyl 3-phenylprop-2-enoate (Benzyl Cinnamate)